1,3-dibutyl-benzimidazole bromine salt [Br].C(CCC)N1CN(C2=C1C=CC=C2)CCCC